Aminoisatin C1=CC=C2C(=C1)C(=O)C(=O)N2N